tert-butyl (1R,4R)-5-(3-chloro-7-(2-cyanoethyl)-5-fluoro-6-(3-(methoxymethoxy)naphthalen-1-yl)isoquinolin-1-yl)-2,5-diazabicyclo[2.2.2]octane-2-carboxylate ClC=1N=C(C2=CC(=C(C(=C2C1)F)C1=CC(=CC2=CC=CC=C12)OCOC)CCC#N)N1[C@H]2CN([C@@H](C1)CC2)C(=O)OC(C)(C)C